6-ethyl-2,3,5-trimethyl-pyrazine C(C)C1=C(N=C(C(=N1)C)C)C